ClC1=C(C=CC(=C1Cl)Br)F 2,3-dichloro-4-bromofluorobenzene